(S)-1-(3-(4-amino-5-((2-(cyclopropylamino)benzo[d]oxazol-5-yl)ethynyl)-7H-pyrrolo[2,3-d]pyrimidin-7-yl)pyrrolidin-1-yl)prop-2-en-1-one NC=1C2=C(N=CN1)N(C=C2C#CC=2C=CC1=C(N=C(O1)NC1CC1)C2)[C@@H]2CN(CC2)C(C=C)=O